CN1CCC(CC1)OC1=CC=C(CNC2=CC=C3C=CN=C(C3=C2)N)C=C1 N7-(4-((1-methylpiperidin-4-yl)oxy)benzyl)isoquinoline-1,7-diamine